2-fluoro-3-(2-(1-(4-nitrophenyl)piperidin-4-yl)-2,8-diazaspiro[4.5]decan-8-yl)benzoic acid FC1=C(C(=O)O)C=CC=C1N1CCC2(CCN(C2)C2CCN(CC2)C2=CC=C(C=C2)[N+](=O)[O-])CC1